N-((3-cyclopropylpyridin-2-yl)carbamothioyl)-5-isopropoxypicolinimidamide C1(CC1)C=1C(=NC=CC1)NC(=S)NC(C1=NC=C(C=C1)OC(C)C)=N